[5-(6-Aminopurin-9-yl)-3,4-dihydroxyoxolan-2-yl]methyl dihydrogen phosphate P(=O)(OCC1OC(C(C1O)O)N1C2=NC=NC(=C2N=C1)N)(O)O